(Z)-1-methyl-5-(methyl-(2-methylquinazolin-4-yl)amino)-3-(2-methylbenzylidene)indolin-2-one CN1C(\C(\C2=CC(=CC=C12)N(C1=NC(=NC2=CC=CC=C12)C)C)=C/C1=C(C=CC=C1)C)=O